4-(4-(3-(pyridin-4-ylcarbamoyl)-1-(tetrahydro-2H-pyran-2-yl)-1H-indazol-5-yl)benzyl)piperazine-1-carboxylic acid tert-butyl ester C(C)(C)(C)OC(=O)N1CCN(CC1)CC1=CC=C(C=C1)C=1C=C2C(=NN(C2=CC1)C1OCCCC1)C(NC1=CC=NC=C1)=O